5-bromo-2-[1-(trifluoromethyl)cyclopropyl]pyridine BrC=1C=CC(=NC1)C1(CC1)C(F)(F)F